[Na+].CN1C(=C(C2=CC(=C(C=C12)C(=O)[O-])C)CCC(N)=O)CCCCC 1,5-dimethyl-2-pentyl-3-(2-carbamoylethyl)-indole-6-carboxylic acid sodium salt